6-chloro-5-fluoro-2-[2-(triisopropylsilyl)ethynyl]pyridin-3-ol ClC1=C(C=C(C(=N1)C#C[Si](C(C)C)(C(C)C)C(C)C)O)F